O1CCC(CC1)CCC(=O)O 3-(tetrahydro-2H-pyran-4-yl)propionic acid